NC1=C(C=C(C=N1)NC(C=O)=O)C N-(6-amino-5-methylpyridin-3-yl)-2-oxoacetamide